C1(=CC=CC=C1)C1=NOC(=C1)COC=1C=CSC1 4-[(3-phenyl-isoxazol-5-yl)-methoxy]-thiophene